FC=1C(=NC(=NC1)NC1=C(C=CC=C1OC)S(=O)(=O)N)C=1C=NN(C1)CC(C)(C)O ((5-fluoro-4-(1-(2-hydroxy-2-methylpropyl)-1H-pyrazol-4-yl)pyrimidin-2-yl)amino)-3-methoxybenzenesulfonamide